C(C)(CC)C1C(CCCC1)=O (+-)-2-Sec-butylcyclohexanone